1-(tert-Butoxycarbonyl)-4-(thiophen-2-yl)pyrrolidine-3-carboxylic acid C(C)(C)(C)OC(=O)N1CC(C(C1)C=1SC=CC1)C(=O)O